ICCCCOC1=CC=C(C=C1)CCC1=CC=C(C=C1)OCCCCI (E)-1,2-bis(4-(4-iodobutoxy)phenyl)ethane